4-benzyl-5-(3,4-dihydroisoquinolin-2(1H)-yl)-4,5-dihydronaphtho[3,2,1-cd]indole C(C1=CC=CC=C1)N1C(C=2C=3C(=CC=CC13)C1=CC=CC=C1C2)N2CC1=CC=CC=C1CC2